ClC1=C(C=C(C=C1)C1=CC(=NC=C1)N1CCNCC1)CC(C(=O)NC1=CC=C(C=C1)C=1N(C=NC1)C)NC(=O)C=1N(N=CC1)C N-[1-[[2-chloro-5-(2-piperazin-1-yl-4-pyridyl)phenyl]methyl]-2-[4-(3-methylimidazol-4-yl)anilino]-2-oxo-ethyl]-2-methyl-pyrazole-3-carboxamide